COC(C(C)(C)C1=CC=C(C=C1)CCC(=O)O)=O 3-(4-(1-methoxy-2-methyl-1-ketopropan-2-yl)phenyl)propionic acid